2-((2-Bromo-5-chlorophenyl)amino)ethan-1-ol BrC1=C(C=C(C=C1)Cl)NCCO